2-(tert-Butoxycarbonyl)-10-methyl-11-oxo-2,3,4,7,8,9,10,11-octahydro-1H-pyrido-[4',3':3,4]pyrazolo[1,5-a][1,4]diazepine-8-carboxylic acid C(C)(C)(C)OC(=O)N1CC=2C(=NN3C2C(N(CC(C3)C(=O)O)C)=O)CC1